(3R*,4S*,5R*)-4-(4-methoxyphenyl)-2-oxopyrrolidine-3-carboxylic acid methyl ester COC(=O)[C@H]1C(NC[C@@H]1C1=CC=C(C=C1)OC)=O |o1:4,8|